2-(10-acryloyl-3-(8-ethynylnaphthalen-1-yl)-4-fluoro-7-methyl-8-oxo-8,8a,9,10,11,12-hexahydro-7H-pyrazino[1',2':4,5]pyrazino[2,3-c][1,6]naphthyridin-11-yl)acetonitrile C(C=C)(=O)N1CC2N(C3=C(C=NC4=C(C(=NC=C34)C3=CC=CC4=CC=CC(=C34)C#C)F)N(C2=O)C)CC1CC#N